[2H]C(N1CCN(CC1)C(=O)O[C@H]1/C=C/[C@H]([C@@H](OC(C[C@H](CC[C@@H]1C)O)=O)/C(=C/C1=CC(=CC(=C1)N1CCOCC1)F)/C)C)([2H])[2H] [(2R,3R,4E,6R,7S,10S)-2-[(E)-1-(3-fluoro-5-morpholin-4-ylphenyl)prop-1-en-2-yl]-10-hydroxy-3,7-dimethyl-12-oxo-1-oxacyclododec-4-en-6-yl] 4-(trideuteriomethyl)piperazine-1-carboxylate